2-Methyl-9-(1-(tetrahydro-2H-pyran-4-yl)-1H-pyrazol-4-yl)imidazo[2,1-f][1,6]naphthyridine-3-carboxamide CC=1N=C2C=3C=C(C=NC3C=CN2C1C(=O)N)C=1C=NN(C1)C1CCOCC1